C(#N)C=1C=CC(=C(C1)[C@@H](C(=O)O)C)C1=CC2=C(C=N1)N=CN2[C@H](C)C2=C(C(=CC=C2Cl)C2CC2)Cl (S)-2-(5-cyano-2-(1-((R)-1-(2,6-dichloro-3-cyclopropylphenyl)ethyl)-1H-imidazo[4,5-c]pyridin-6-yl)phenyl)propionic acid